tert-butyl (4R) or (4S)-4-[7-(1-methylpyrazol-4-yl)imidazo[1,2-c]pyrimidin-5-yl]oxyazepane-1-carboxylate CN1N=CC(=C1)C1=CC=2N(C(=N1)O[C@H]1CCN(CCC1)C(=O)OC(C)(C)C)C=CN2 |o1:13|